(2S)-1-hydroxypropan-2-yl (3R,4S)-3-{5-[4-amino-5-(trifluoromethyl)pyrrolo[2,1-f][1,2,4]triazin-7-yl]-2-methoxypyridine-3-amido}-4-fluoropyrrolidine-1-carboxylate NC1=NC=NN2C1=C(C=C2C=2C=C(C(=NC2)OC)C(=O)N[C@@H]2CN(C[C@@H]2F)C(=O)O[C@H](CO)C)C(F)(F)F